Bis-Acrylamide C=CC(=O)NCNC(=O)C=C